C(#N)C1=CC(=C(COC2=CC=CC(=N2)C2=CC(=C(CC3=NC4=C(N3[C@@H]3COCC3)C=C(C=C4)C(=O)O)C=C2F)F)C=C1)F (S)-2-(4-(6-((4-cyano-2-fluorobenzyl)oxy)pyridin-2-yl)-2,5-difluorobenzyl)-1-(tetrahydrofuran-3-yl)-1H-benzo[d]imidazole-6-carboxylic acid